octyl acetoacetate aluminum [Al].C(CC(=O)C)(=O)OCCCCCCCC